C1(CCCCC1)COC=1C=CC(=NC1)C1(CCOCC1)C(=O)N[C@@H](C)C1=CC=C(C(=O)O)C=C1 4-[(1S)-1-[[4-[5-(cyclohexylmethoxy)-2-pyridinyl]tetrahydropyran-4-carbonyl]amino]ethyl]benzoic acid